4-((1-methyl-6-oxo-1,6-dihydropyridin-2-yl)methyl)pyridin CN1C(=CC=CC1=O)CC1=CC=NC=C1